O[C@@H]1C[C@H](N(C1)C([C@H](C(C)(C)C)NC(CCCCC(=O)OC(C)(C)C)=O)=O)C(NCC1=CC=C(C=C1)C1=C(N=CS1)C)=O Tert-butyl 6-(((S)-1-((2S,4R)-4-hydroxy-2-((4-(4-methylthiazol-5-yl) benzyl) carbamoyl)pyrrolidin-1-yl)-3,3-dimethyl-1-oxobutan-2-yl)amino)-6-oxohexanoate